C(C)(CC)C1CC=C(C1)CC(C=O)C (±)-3-(4-sec-butyl-1-cyclopenten-1-yl)-2-methylpropanal